CC1=C(C=CC(=C1)C(F)(F)F)NC(=O)C1CCC=2N1C=1N(C(C2)=O)N=CN1 N-(2-methyl-4-(trifluoromethyl)phenyl)-5-oxo-5,7,8,9-tetrahydropyrrolo[1,2-c][1,2,4]triazolo[1,5-a]pyrimidine-9-carboxamide